(S)-N-(8,9-difluoro-6-oxo-1,2,3,4,5,6-hexahydrobenzo[c][1,7]naphthyridin-1-yl)-3-(3-fluorophenoxy)-N-methylbenzamide FC=1C(=CC2=C(C(NC=3CNC[C@H](C23)N(C(C2=CC(=CC=C2)OC2=CC(=CC=C2)F)=O)C)=O)C1)F